(±)-trans-2-(((6-(5-(bromomethyl)-1-methyl-1H-1,2,3-triazol-4-yl)-2-methylpyridin-3-yl)oxy)methyl)cyclobutanecarboxylic acid methyl ester COC(=O)[C@H]1[C@@H](CC1)COC=1C(=NC(=CC1)C=1N=NN(C1CBr)C)C |r|